[Na+].[O-]C(=O)CCCC[C@@H]1SC[C@@H]2NC(=O)N[C@H]12 biotin-sodium salt